COC=1C=C(CN2C=C(CC2)OC(CCONC=2N=[N+](C3=C([N+]2[O-])C=CC(=C3)OC(F)(F)F)[O-])=O)C=CN1 (S)-3-((3-((1-(2-Methoxyisonicotinyl)pyrrolin-3-yl)oxy)-3-oxopropoxy)amino)-7-(trifluoromethoxy)benzo[e][1,2,4]triazine-1,4-dioxide